C(C)C=1C(NC=2C=C(C=NC2C1)CN1CCN(CC1)C=1C=CC(=NC1)C(=O)N[C@@H](CO)C)=O (R)-5-(4-((7-ethyl-6-oxo-5,6-dihydro-1,5-naphthyridin-3-yl)methyl)piperazin-1-yl)-N-(1-hydroxypropan-2-yl)picolinamide